p-anisyl-phenylhydrazine C(C1=CC=C(C=C1)OC)N(N)C1=CC=CC=C1